(1S,4S)-4-ethoxy-N-(2-((R)-9-(pyridin-2-yl)-6-oxaspiro[4.5]dec-9-yl)ethyl)-1,2,3,4-tetrahydronaphthalen-1-amine C(C)O[C@H]1CC[C@@H](C2=CC=CC=C12)NCC[C@]1(CCOC2(CCCC2)C1)C1=NC=CC=C1